2,4,5,6-tetra-9H-carbazol-9-yl-1,3-benzenedicarbonitrile C1=CC=CC=2C3=CC=CC=C3N(C12)C1=C(C(=C(C(=C1C#N)N1C2=CC=CC=C2C=2C=CC=CC12)N1C2=CC=CC=C2C=2C=CC=CC12)N1C2=CC=CC=C2C=2C=CC=CC12)C#N